CC1(CCC(CN1)NC1=NC=C(C(=N1)C1=CNC=2C(N(CCCC21)C2=NC=CC=C2)=O)C(F)(F)F)C 3-{2-[(6,6-dimethylpiperidin-3-yl)amino]-5-(trifluoromethyl)pyrimidin-4-yl}-7-(pyridin-2-yl)-1H,4H,5H,6H,7H,8H-pyrrolo[2,3-c]azepin-8-one